FC1([C@H]2C([C@](N(C1)CC2)(COC)CO)=O)F (1R,2R,4R)-5,5-difluoro-2-(hydroxymethyl)-2-(methoxymethyl)quinuclidin-3-one